1-(3,5-dichlorophenyl)-4-((3-methyl-4-nitrophenyl)sulfonyl)piperazine ClC=1C=C(C=C(C1)Cl)N1CCN(CC1)S(=O)(=O)C1=CC(=C(C=C1)[N+](=O)[O-])C